(3Z)-8,8-dihexoxy-3-octen-1-ol C(CCCCC)OC(CCC\C=C/CCO)OCCCCCC